C(C)OC1=C(N=C2N1C=CC=C2N[C@H]2[C@H](CN(CC2)C)F)C#CCNC2=C(C=C(C(=O)NC)C=C2)OC 4-{[3-(3-ethoxy-8-{[(3S,4R)-3-fluoro-1-methylpiperidin-4-yl]amino}imidazo[1,2-a]pyridin-2-yl)prop-2-yn-1-yl]amino}-3-methoxy-N-methylbenzamide